3-(3-(tert-butylthio)-2-chlorophenyl)aniline C(C)(C)(C)SC=1C(=C(C=CC1)C=1C=C(N)C=CC1)Cl